COC(=O)C=1C=C2N=C(C=3N(C2=CC1)C=C(C3)O)C3=CC=C(C=C3)C(F)(F)F.C(C)OC3=C(C(=CC(=C3)C3(OCCO3)C)OCC)C(C)=O 1-[2,6-diethoxy-4-(2-methyl-1,3-dioxolan-2-yl)phenyl]ethan-1-one methyl-2-hydroxy-4-(4-(trifluoromethyl)phenyl)pyrrolo[1,2-a]quinoxaline-7-carboxylate